(Racemic)-cis-2-(4-Fluorophenyl)-6,7-dimethyl-3-(1-((2-(trimethylsilyl)ethoxy)methyl)-1H-pyrazolo[3,4-b]pyridin-4-yl)-6,7-dihydro-4H-pyrazolo[5,1-c][1,4]oxazine FC1=CC=C(C=C1)C1=NN2C(CO[C@H]([C@H]2C)C)=C1C1=C2C(=NC=C1)N(N=C2)COCC[Si](C)(C)C |r|